[C@H]12CN(C[C@H](CC1)N2)C=2C1=C(N=C(N2)OCC2=CC3=NN(C=C3N2)C)C(=C(N=C1)C1=CC(=CC2=CC=C(C(=C12)CC)F)O)F 4-(4-((1R,5S)-3,8-Diazabicyclo[3.2.1]octan-3-yl)-8-fluoro-2-((2-methyl-2,4-dihydropyrrolo[3,2-c]pyrazol-5-yl)methoxy)pyrido[4,3-d]pyrimidin-7-yl)-5-ethyl-6-fluoronaphthalen-2-ol